C(CCCC)NCCCCCCCCCCCN N-pentylundecane-1,11-diamine